C(C1=CC=CC=C1)OC1=NC(=CC=C1C1=NN(C2=C(C=CC=C12)N1CCC(CC1)CCC(OC)OC)C)OCC1=CC=CC=C1 3-(2,6-dibenzyloxy-3-pyridyl)-7-[4-(3,3-dimethoxypropyl)-1-piperidyl]-1-methyl-indazole